C1(=CC=CC=C1)C=1C(=NC=CC1)C1=CC=CC=C1 (diphenyl)pyridine